CN(C)N1C(NCC12CCC(CC2)C2=CC=CC=C2)=O dimethylamino-2-oxo-8-phenyl-1,3-diazaspiro[4.5]decan